C(=O)(OC(C)(C)C)NC1=CC=C(C=C1)O 4-(Boc)aminophenol